(S)-N-(benzo[b]thiophen-5-ylmethyl)-4-(2-(3-fluoro-4-(trifluoromethyl)phenyl)-2H-pyrazolo[3,4-d]pyrimidin-4-yl)-1-methylpiperazine-2-carboxamide S1C2=C(C=C1)C=C(C=C2)CNC(=O)[C@H]2N(CCN(C2)C=2C=1C(N=CN2)=NN(C1)C1=CC(=C(C=C1)C(F)(F)F)F)C